BrC1=C(C(=O)OC)C=C(C(=C1)OC)OC methyl 2-bromo-4,5-dimethoxybenzoate